COC([C@@H](NC(=O)OC(C)(C)C)CCC(N)=O)=O N-Boc-glutamine methyl ester